6-(3-amino-6-(3-((dimethylamino)methyl)-4-((2R,6S)-2,6-dimethylmorpholino)phenyl)-5-fluoropyrazin-2-yl)-4-fluoroisoquinolin-1(2H)-one NC=1C(=NC(=C(N1)F)C1=CC(=C(C=C1)N1C[C@H](O[C@H](C1)C)C)CN(C)C)C=1C=C2C(=CNC(C2=CC1)=O)F